(3R)-1-[3-[2-[[(3S)-3-piperidyl]amino]-5-(trifluoromethyl)pyrimidin-4-yl]-1H-indole-6-carbonyl]pyrrolidine-3-carbonitrile N1C[C@H](CCC1)NC1=NC=C(C(=N1)C1=CNC2=CC(=CC=C12)C(=O)N1C[C@@H](CC1)C#N)C(F)(F)F